2-(2-(2-acetyl-5-methoxyphenoxy)ethyl)-3-(4-nitrophenyl)acrylamide C(C)(=O)C1=C(OCCC(C(=O)N)=CC2=CC=C(C=C2)[N+](=O)[O-])C=C(C=C1)OC